C(C)C=1C=CC(=NC1)C(NC=O)C1CCOCC1 1-(5-ethylpyridin-2-yl)-N-((tetrahydro-2H-pyran-4-yl)methyl)carboxamide